ClC=1C=C2CCC(OC2=CC1)C(=O)NC1CCN(CC1)CCCOC1=CC=C(C=C1)Cl 6-chloro-N-(1-(3-(4-chlorophenoxy)propyl)piperidin-4-yl)chromane-2-carboxamide